N[C@H](C(=O)OC)CC1=CC=C(C2=C1OCCN2CC2=CC(=C(C=C2)OC)OC)C2=C(C=C(C=C2Cl)F)Cl methyl (S)-2-amino-3-(5-(2,6-dichloro-4-fluorophenyl)-4-(3,4-dimethoxybenzyl)-3,4-dihydro-2H-benzo[b][1,4]oxazin-8-yl)propanoate